OCC(=O)[C@@H](O)[C@@H](O)CO L-ribulose